C1(CCCCC1)C=1C=C2C(=CNC2=CC1)CCNC(C)=O N-[2-(5-Cyclohexyl-1H-indol-3-yl)ethyl]acetamide